octyl eicosanate C(CCCCCCCCCCCCCCCCCCC)(=O)OCCCCCCCC